N-(1-(2-(dimethylamino)ethyl)-6-(furan-3-yl)-1H-indazol-5-yl)-2-(pyridin-4-yl)thiazole-4-carboxamide CN(CCN1N=CC2=CC(=C(C=C12)C1=COC=C1)NC(=O)C=1N=C(SC1)C1=CC=NC=C1)C